(5-(4,6-dimethylpyrimidin-2-yl)hexahydropyrrolo[3,4-c]pyrrol-2(1H)-yl)(2-phenylimidazo[1,2-b]pyridazin-3-yl)methanone CC1=NC(=NC(=C1)C)N1CC2C(C1)CN(C2)C(=O)C2=C(N=C1N2N=CC=C1)C1=CC=CC=C1